1-([3,4'-bipyridyl]-6-yl)-3-(4-chlorobenzyl)pyrrolin-2-one N1=CC(=CC=C1N1C(C(CC1)CC1=CC=C(C=C1)Cl)=O)C1=CC=NC=C1